6-chloro-N-[5-(3,3-difluoropropyl)-4-methoxy-pyrimidin-2-yl]-1H-indole-3-sulfonic acid amide ClC1=CC=C2C(=CNC2=C1)S(=O)(=O)NC1=NC=C(C(=N1)OC)CCC(F)F